4-fluoro-1-[2-(1H-imidazol-1-yl)propionyl]-N-{phenyl-[4-(propan-2-yl)phenyl]methyl}pyrrolidine-2-carboxamide FC1CC(N(C1)C(C(C)N1C=NC=C1)=O)C(=O)NC(C1=CC=C(C=C1)C(C)C)C1=CC=CC=C1